4-tert-amyl-2-(α-methylbenzyl)phenol C(C)(C)(CC)C1=CC(=C(C=C1)O)C(C1=CC=CC=C1)C